(L)-arginine N[C@@H](CCCNC(N)=N)C(=O)O